ClC=1C=C2C=C(NC2=CC1OCC1=CC(=NO1)C)CNC(=O)C1N(CC(C1)F)C N-({5-chloro-6-[(3-methyl-5-isoxazolyl)methoxy]-2-indolyl}methyl)-4-fluoro-1-methyl-2-pyrrolidinecarboxamide